1'-[4-chloro-2-(trifluoromethyl)benzoyl]-2-(2-ethoxypyridin-3-yl)spiro[6,7-dihydro-1,7-naphthyridine-5,4'-piperidine]-8-one ClC1=CC(=C(C(=O)N2CCC3(CC2)C=2C=CC(=NC2C(NC3)=O)C=3C(=NC=CC3)OCC)C=C1)C(F)(F)F